[Si].[Si]=O silicon oxide silicon